(Z)-2-(3-cyclohexylpropylsulfonyloxyimino)thiophene Methyl-(E)-3-(5-nitrobenzo[b]thiophen-3-yl)acrylate COC(\C=C\C=1C2=C(SC1)C=CC(=C2)[N+](=O)[O-])=O.C2(CCCCC2)CCCS(=O)(=O)O\N=C\2/SC=CC2